tert-butyl N-(((9H-fluoren-9-yl)methoxy)carbonyl)-O-benzyl-L-threoninate C1=CC=CC=2C3=CC=CC=C3C(C12)COC(=O)N[C@@H]([C@H](OCC1=CC=CC=C1)C)C(=O)OC(C)(C)C